N1C=CC=2C1=NC=CC2C(C)OC=2C=C1C(=NNC1=CC2)C=2C=CC(=NC2)N2CC1(C2)CCN(CC1)CCO 2-(2-(5-(5-(1-(1H-pyrrolo[2,3-b]pyridin-4-yl)ethoxy)-1H-indazol-3-yl)pyridin-2-yl)-2,7-diazaspiro[3.5]nonan-7-yl)ethan-1-ol